1-(4-(2,3-dimethylphenyl)piperazin-1-yl)-2-(3-(4-hydroxy-4-(hydroxymethyl)piperidine-1-carbonyl)-4,5,6,7-tetrahydro-1H-indazol-1-yl)ethanone CC1=C(C=CC=C1C)N1CCN(CC1)C(CN1N=C(C=2CCCCC12)C(=O)N1CCC(CC1)(CO)O)=O